FC(S(=O)(=O)OC=1C=CC=C2C(=CC=NC12)Cl)(F)F 4-chloroquinolin-8-yl trifluoromethanesulfonate